S1C=NC2=C1C=CC(=C2)CN(C(=O)[C@H]2N(CCC2)S(=O)(=O)C2=CC(=C(C=C2)C)F)C2CC1CC1CC2 (2S)-N-(benzo[d]thiazol-5-ylmethyl)-N-(bicyclo[4.1.0]heptan-3-yl)-1-((3-fluoro-4-methylphenyl)sulfonyl)pyrrolidine-2-carboxamide